C(C)(C)(C)OC(=O)N1C[C@@H](CCC1)NC1=CC=C2C(=N1)N=C(N2C)C2=C(C=C(C=C2)Br)OC (R)-3-((2-(4-bromo-2-methoxyphenyl)-1-methyl-1H-imidazo[4,5-b]pyridin-5-yl)amino)piperidine-1-carboxylic acid tert-butyl ester